1,1-dimethylsilacyclooctane-5-amine C[Si]1(CCCC(CCC1)N)C